(6S)-6-{[7-bromo-2-(4-methoxyphenyl)[1,2,4]triazolo[1,5-c]quinazolin-5-yl]amino}-1,4-thiazepan-5-one BrC1=CC=CC=2C=3N(C(=NC12)N[C@H]1C(NCCSC1)=O)N=C(N3)C3=CC=C(C=C3)OC